ethyl 3,5-diaminophenylformate (3,5-diaminophenylformate) NC=1C=C(C=C(C1)N)C(=O)O.NC=1C=C(C=C(C1)N)C(=O)OCC